3,4-dihydroxybenzene OC=1C=CC=CC1O